(3Z,11Z,14Z)-8,11,14-eicosatrienoic acid C(CCCCCCC=CC\C=C/C\C=C/CCCCC)(=O)O